[2-[6-[(6-methyl-1H-benzimidazol-2-yl)methyl]pyrrolo[2,3-c]pyridin-2-yl]phenyl]methanol CC=1C=CC2=C(NC(=N2)CN2C=C3C(C=C2)=CC(=N3)C3=C(C=CC=C3)CO)C1